ClC=1C(=C(NC=2C3=C(N=CN2)C=CC(=N3)N3[C@@H]2CN([C@H](C3)C2)C(C=C)=O)C=CC1OC(F)F)F 1-[(1S,4S)-5-[4-[3-chloro-4-(difluoromethoxy)-2-fluoro-anilino]pyrido[3,2-d]pyrimidin-6-yl]-2,5-diazabicyclo[2.2.1]heptan-2-yl]prop-2-en-1-one